1',4'-dihydro-2'H-spiro[cyclohexane-1,3'-quinoline] N1CC2(CC3=CC=CC=C13)CCCCC2